ClC=1C2=C(N=CN1)N(C=C2I)CCO 2-(4-chloro-5-iodo-7H-pyrrolo[2,3-d]pyrimidin-7-yl)ethan-1-ol